C(C=C)(=O)OCCCCCCCCCC[Si](OC)(OC)OC 10-acryloxydecyl-trimethoxysilane